triphenylcarbenium tetrakis(m-tolyl)borate C1(=CC(=CC=C1)[B-](C=1C=C(C=CC1)C)(C=1C=C(C=CC1)C)C=1C=C(C=CC1)C)C.C1(=CC=CC=C1)[C+](C1=CC=CC=C1)C1=CC=CC=C1